COC1=C(C=CC(=C1)OC)CN(C1=NC(=CC2=C1C(N(C2=O)CC2=CC=C(C=C2)OC)C2=C(C=CC=C2)C)Cl)CC2=C(C=C(C=C2)OC)OC 4-{bis[(2,4-dimethoxyphenyl)methyl]amino}-6-chloro-2-[(4-methoxyphenyl)methyl]-3-(2-methylphenyl)-1H,2H,3H-pyrrolo[3,4-c]pyridin-1-one